(S)-2-(6-(4-(1-aminocyclopropyl)phenoxy)pyridin-3-yl)-4-chloro-5-((3-fluoro-tetrahydro-2H-pyran-3-yl)methylamino)pyridazin-3(2H)-one formate C(=O)O.NC1(CC1)C1=CC=C(OC2=CC=C(C=N2)N2N=CC(=C(C2=O)Cl)NC[C@@]2(COCCC2)F)C=C1